[2-(pyridin-3-yl)-1,3-benzoxazol-5-yl]methanol tungsten-tantalum-nickel-titanium-vanadium [V].[Ti].[Ni].[Ta].[W].N1=CC(=CC=C1)C=1OC2=C(N1)C=C(C=C2)CO